3-(4-(4-chlorophenyl)-1H-imidazol-1-yl)bicyclo[1.1.1]pentan-1-amine ClC1=CC=C(C=C1)C=1N=CN(C1)C12CC(C1)(C2)N